N-(3-(((6-fluoro-5-(1-(2-fluorophenyl)ethyl)-1,1-dioxido-4H-benzo[e][1,2,4]thiadiazin-3-yl)amino)methyl)phenyl)acetamide FC=1C=CC2=C(NC(=NS2(=O)=O)NCC=2C=C(C=CC2)NC(C)=O)C1C(C)C1=C(C=CC=C1)F